C(CCCCCCC)C(COC(CCCCCOC(=O)N1C=NC=C1)=O)CCCCCCCCCC 6-((2-octyldodecyl) oxy)-6-oxohexyl-1H-imidazole-1-carboxylate